C(C)(=O)C1=CC=C(S1)C=1C=C2C(=CNC2=CC1)NC(=O)NC1=CC=C(C=C1)C(F)(F)F 1-(5-(5-acetylthiophen-2-yl)-1H-indol-3-yl)-3-(4-(trifluoromethyl)phenyl)urea